C(C)[C@H]1OC2=C(CN(C1)C(=O)OCC(Cl)(Cl)Cl)C=C1C(=C2)SCC1 2,2,2-trichloroethyl (R)-2-ethyl-2,3,7,8-tetrahydrothieno[2',3':4,5]benzo[1,2-f][1,4]oxazepine-4(5H)-carboxylate